3-phenyl-1,2-oxazol C1(=CC=CC=C1)C1=NOC=C1